C1CC2=CC=CC3=CC=CC1=C23 1,2-dihydroacenaphthylene